O[C@@H]1[C@@H]([C@H]([C@@]2(OC3=C([C@@]21O)C(=CC(=C3)OC)OC)C3=CC=C(C=C3)OC)C3=CC=CC=C3)NC(C)=O |r| rac-N-((1R,2R,3R,3aR,8bS)-1,8b-dihydroxy-6,8-dimethoxy-3a-(4-methoxyphenyl)-3-phenyl-2,3,3a,8b-tetrahydro-1H-cyclopenta[b]benzofuran-2-yl)acetamide